ethyl 2-(2-((5-bromo-2-methylbenzofuran-3-yl)methoxy)-4-ethylphenyl)acetate BrC=1C=CC2=C(C(=C(O2)C)COC2=C(C=CC(=C2)CC)CC(=O)OCC)C1